1-(3-thienyl)-3-phenyl-2-propyne-1-one O-methyl oxime CON=C(C#CC1=CC=CC=C1)C1=CSC=C1